C(#N)C1=CC(=C(C=C1)SCC1=CC=CC(=N1)OC1CCN(CC1)CC1=NC2=C(N1CC1=CN=CN1CC)C=C(C=C2)C(=O)O)F 2-((4-((6-(((4-cyano-2-fluorophenyl)thio)methyl)pyridin-2-yl)oxy)piperidin-1-yl)methyl)-1-((1-ethyl-1H-imidazol-5-yl)methyl)-1H-benzo[d]imidazole-6-carboxylic acid